ClC=1C=C(C=2N(N1)C=CN2)CNC(OC(C)(C)C)=O tert-butyl ((6-chloroimidazo[1,2-b]pyridazin-8-yl)methyl)carbamate